BrC=1C=C(C=CC1)C1(CC1)NCC(C)(C)NC(OC(C)(C)C)=O tert-butyl (1-((1-(3-bromophenyl)cyclopropyl) amino)-2-methylpropan-2-yl)carbamate